BrC1=C(C2=C(C(=C2)CN)C(=C1)OC)OC (4-bromo-3,6-dimethoxybenzocyclobuten-1-yl)methylamine